(1R,2S,5S)-N-[(1S)-2-amino-2-oxo-1-[[(3S)-2-oxopyrrolidin-3-yl]methyl]ethyl]-6,6-dimethyl-3-[2-(phenylcarbamoylamino)acetyl]-3-azabicyclo[3.1.0]hexane-2-carboxamide NC([C@H](C[C@H]1C(NCC1)=O)NC(=O)[C@@H]1[C@H]2C([C@H]2CN1C(CNC(NC1=CC=CC=C1)=O)=O)(C)C)=O